NC1=CC=C(C=N1)C1CC(N(CC1)CCN(C)C)=O 4-(6-Aminopyridin-3-yl)-1-(2-(dimethylamino)ethyl)piperidin-2-one